ClC=1C=C(C(=C2C(N(CC12)C1C(NC(CC1)=O)=O)=O)F)CNC(OCC1=NN2C(CN(CC2)CC2CC2)=C1)=O (5-(cyclopropylmethyl)-4,5,6,7-tetrahydropyrazolo[1,5-a]pyrazin-2-yl)methyl ((7-chloro-2-(2,6-dioxopiperidin-3-yl)-4-fluoro-3-oxoisoindolin-5-yl)methyl)carbamate